C(#N)C(C(=O)OCC)C1CN(CC1)C(=O)OC(C)(C)C tert-butyl 3-(1-cyano-2-ethoxy-2-oxoethyl)-pyrrolidine-1-carboxylate